Cl.ClC1=C(C(=CC(=C1)S(N[C@H](C)C1CCNCC1)(=O)=O)C)NC(C1=C(C=CC=C1)C)=O (R)-N-(2-chloro-6-methyl-4-(N-(1-(piperidin-4-yl)eth-yl)sulfamoyl)phenyl)-2-methylbenzamide hydrochloride